1-(7-(8-ethynyl-7-fluoronaphthalen-1-yl)-8-fluoro-2-((4-hydroxybicyclo[2.2.2]oct-1-yl)methoxy)-6-nitroquinazolin-4-yl)-3-methylpiperidin-3-ol C(#C)C=1C(=CC=C2C=CC=C(C12)C1=C(C=C2C(=NC(=NC2=C1F)OCC12CCC(CC1)(CC2)O)N2CC(CCC2)(O)C)[N+](=O)[O-])F